C1(CC1)N(C=1C2=C(N=CN1)N(C=C2F)CC2(CCN(CC2)C(=O)OC(C)(C)C)O)CC2=CC=C(C=C2)C(F)(F)F tert-butyl 4-((4-(cyclopropyl(4-(trifluoromethyl)benzyl)amino)-5-fluoro-7H-pyrrolo[2,3-d]pyrimidin-7-yl)methyl)-4-hydroxypiperidine-1-carboxylate